[C@H]12COC[C@@H]2C1N1N=NC=2C(C1=O)=NN(C2C=O)CC2=C(C=CC=C2)F 3-((1R,5S,6r)-3-oxabicyclo[3.1.0]hexan-6-yl)-6-(2-fluorobenzyl)-4-oxo-4,6-dihydro-3H-pyrazolo[4,3-d][1,2,3]triazine-7-carbaldehyde